methyl 2,2'-azobis(2-hydroxypropionate) N(=NC(C(=O)[O-])(C)O)C(C(=O)OC)(C)O